3-cyano-4-(cyclohexylamino)-N-methylbenzenesulfonamide C(#N)C=1C=C(C=CC1NC1CCCCC1)S(=O)(=O)NC